t-butyl (S)-3-(1,1-difluoroethyl)pyrrolidine-1-carboxylate FC(C)(F)[C@@H]1CN(CC1)C(=O)OC(C)(C)C